FC1=CC=C(C=C1)C1=NN2C(=NC=3C=CC=C(C3C2=N1)C(F)(F)F)N[C@H]1C(NCCNC1)=O (6R)-6-{[2-(4-fluorophenyl)-10-(trifluoromethyl)[1,2,4]triazolo[1,5-c]quinazolin-5-yl]amino}-1,4-diazepan-5-one